FC=1C=CC=C2CCN(C12)C=1C2=C(N=CN1)SC(=N2)C(=O)NCC2CCN(CC2)C 7-(7-fluoroindolin-1-yl)-N-[(1-methyl-4-piperidyl)methyl]thiazolo[5,4-d]pyrimidine-2-carboxamide